N-(8-((methyl-d3)amino)-5-(6-methyl-[1,2,4]triazolo[1,5-a]pyridin-2-yl)-2,7-naphthyridin-3-yl)cyclopropanecarboxamide C([2H])([2H])([2H])NC=1N=CC(=C2C=C(N=CC12)NC(=O)C1CC1)C1=NN2C(C=CC(=C2)C)=N1